(R)-1-(4-(6-chloro-8-fluoro-7-(2-fluoro-6-hydroxyphenyl)quinazolin-4-yl)piperazin-1-yl)prop-2-en-1-one C=CC(=O)N1CCN(CC1)C2=NC=NC3=C(C(=C(C=C32)Cl)C4=C(C=CC=C4F)O)F